(4-((3-carbamoyl-6-(2,6-difluorophenyl)pyridazin-4-yl)amino)phenyl)acetic acid tert-butyl ester C(C)(C)(C)OC(CC1=CC=C(C=C1)NC1=C(N=NC(=C1)C1=C(C=CC=C1F)F)C(N)=O)=O